perfluoro(3-methyl-2-pentene) FC(C(=C(C(C(F)(F)F)(F)F)C(F)(F)F)F)(F)F